O1CCN(CC1)NC(C1=CN=CC=C1)=O N-morpholino-nicotinamide